C(C)N1CCC2(C[C@@H]2C(=O)N[C@@H](CCCCCC(CC)=O)C=2NC(=CN2)C=2C(=NC3=CC=CC=C3C2)OC)CC1 (S)-6-Ethyl-N-((S)-1-(5-(2-methoxychinolin-3-yl)-1H-imidazol-2-yl)-7-oxononyl)-6-azaspiro[2.5]octan-1-carboxamid